CP(=O)(C)C1=CC=C(C=N1)C1=C(N(C=2C=C3C=NN(C3=CC21)C(C(C)(C)C)=O)C2=CC=C(C=C2)F)C2CCOCC2 1-[7-(6-dimethylphosphoryl-3-pyridinyl)-5-(4-fluorophenyl)-6-tetrahydropyran-4-yl-pyrrolo[2,3-f]indazol-1-yl]-2,2-dimethyl-propan-1-one